ClC=1C=C(C(=NC1)NC(=O)C1(CN(C(C1)=O)COCC[Si](C)(C)C)C1=C(C=CC=C1)C(C)C)OC(F)F N-(5-chloro-3-(difluoromethoxy)pyridin-2-yl)-3-(2-isopropylphenyl)-5-oxo-1-((2-(trimethylsilyl)ethoxy)methyl)pyrrolidine-3-carboxamide